tert-butyl 2-[[4-[6-[(6-chloro-2-fluoro-3-pyridyl)methoxy]-2-pyridyl]-2,5-difluoro-phenyl]methyl]-3-(2-methoxyethyl)benzimidazole-5-carboxylate ClC1=CC=C(C(=N1)F)COC1=CC=CC(=N1)C1=CC(=C(C=C1F)CC=1N(C2=C(N1)C=CC(=C2)C(=O)OC(C)(C)C)CCOC)F